O1N=CC(=C1)C1=CC=C(C=C1)C1=CN=CC=2[C@@H](CCCC12)NC(CC)=O (R)-N-(4-(4-(isoxazol-4-yl)phenyl)-5,6,7,8-tetrahydroisoquinolin-8-yl)propanamide